deoxythymidine 3'-monophosphate P(=O)(O)(O)O[C@H]1C[C@@H](O[C@@H]1CO)N1C(=O)NC(=O)C(C)=C1